ClC=1C=C(C=CC1)[C@@H]1N(C[C@H](C(C1)(F)F)C)C(C(=O)NC=1C=C(C(=NC1)NC(OC(C)(C)C)=O)C)=O tert-butyl N-[5-[[2-[(2R,5R)-2-(3-chlorophenyl)-4,4-difluoro-5-methyl-1-piperidyl]-2-oxo-acetyl]amino]-3-methyl-2-pyridyl]carbamate